C(C)OC1=NN2C(C=NC=C2)=C1C(=O)O 2-Ethoxypyrazolo[1,5-a]pyrazine-3-carboxylic acid